C(=O)O.BrC1=CSC2=C1N=C(N=C2NCC=2OC=CC2)Cl 7-bromo-2-chloro-N-(furan-2-ylmethyl)thieno[3,2-d]pyrimidine-4-amine formate